Glutamyl-Cysteine N[C@@H](CCC(=O)O)C(=O)N[C@@H](CS)C(=O)O